ClC1=NC(=CC(=N1)C#N)NC1=CC(=CC=C1)C#N 2-chloro-6-[(3-cyanophenyl)amino]pyrimidine-4-carbonitrile